C=1N=CN2C1C1=CC=CC=C1C2C2C(CCC2)=O 2-(5H-imidazo[5,1-a]isoindol-5-yl)cyclopentan-1-one